CNC(=O)C=1SC(=NN1)CCCCC=1SC(=NN1)C(NCC1=C(C=CC(=C1)OC(F)(F)F)C)=O N-Methyl-5-(4-(5-((2-methyl-5-(trifluoromethoxy)benzyl)carbamoyl)-1,3,4-thiadiazol-2-yl)butyl)-1,3,4-thiadiazole-2-carboxamide